(S)-8-(benzyloxy)-5-(1-hydroxy-2-(pyridin-2-ylamino)ethyl)quinolin-2(1H)-one C(C1=CC=CC=C1)OC=1C=CC(=C2C=CC(NC12)=O)[C@@H](CNC1=NC=CC=C1)O